FC=1C(=CC(=NC1)OC)[C@H](C(=O)N1C[C@H](CC1)NC1=NC(=C(C=C1)C1=NN(C(=N1)C(F)(F)F)C)C)C (2R)-2-(5-Fluoro-2-methoxypyridin-4-yl)-1-[(3S)-3-({6-methyl-5-[1-methyl-5-(trifluoromethyl)-1H-1,2,4-triazol-3-yl]pyridin-2-yl}amino)pyrrolidin-1-yl]propan-1-one